1-(but-3-yn-1-yl)-4-phenylpiperazine C(CC#C)N1CCN(CC1)C1=CC=CC=C1